dihexanoyl-1,3-butanediol C(CCCCC)(=O)C(CC(C)O)(O)C(CCCCC)=O